NC1=C(C=CC(=C1)N)OC1CC2CC[C@H]3[C@@H]4CC[C@H]([C@@H](CCCC(C)C)C)[C@]4(CC[C@@H]3[C@]2(CC1)C)C 5ξ-cholestan-3-yl 2,4-diaminophenyl ether